[C@H]1([C@H](O)[C@@H](O)[C@H](O)[C@H](O1)CO)O[C@H]1C(O)O[C@@H]([C@H]([C@@H]1O)O)CO α-D-glucopyranosyl-(1→2)-D-glucopyranose